NC1=CC=C(C=C1)S(=O)(=O)N L-4-aminobenzenesulfonamide